N-[(2R)-butan-2-yl]-2-(pyridin-4-yl)-1,7-naphthyridin-4-amine C[C@H](CC)NC1=CC(=NC2=CN=CC=C12)C1=CC=NC=C1